C(CCC)OC1=CC(=C(C(=C1)F)C#CC1=CC(=C(C(=C1)F)C1=CC(=C(C(=C1)F)C#N)F)F)F 4'-((4-butoxy-2,6-difluorophenyl)ethynyl)-2',3,5,6'-tetrafluoro-[1,1'-biphenyl]-4-carbonitrile